C1(=CC=CC=C1)CC(=O)N1CC2(C1)CNC2 2-phenyl-1-(2,6-diazaspiro[3.3]hept-2-yl)ethan-1-one